1-(4-(4-bromobutoxy)phenyl)-3-p-fluorophenyl-2-propen-1-one BrCCCCOC1=CC=C(C=C1)C(C=CC1=CC=C(C=C1)F)=O